N-(4-(2-(2,2-difluoroacetyl)hydrazine-1-carbonyl)-2-fluorobenzyl)-N-phenylthiomorpholine-4-carboxamide 1,1-dioxide FC(C(=O)NNC(=O)C1=CC(=C(CN(C(=O)N2CCS(CC2)(=O)=O)C2=CC=CC=C2)C=C1)F)F